C(C1=CC=CC=C1)(=O)OCCCC(CN(C)CCN(C)C)O[Si](C)(C)C(C)(C)C [4-[tert-butyl (dimethyl) silyl] oxy-5-[2-(dimethylamino) ethyl-methyl-amino] pentyl] benzoate